FC1[C@@H]2CC[C@H](C[C@H]1C(=C)C1=CC=C(N=N1)C1=C(C=C(C=C1)N1C=NC=C1)O)N2 2-(6-(1-((1S,4R,3S,5R)-2-fluoro-8-azabicyclo[3.2.1]octan-3-yl)vinyl)pyridazin-3-yl)-5-(1H-imidazol-1-yl)phenol